ClC=1C(=NC=CC1)C(=O)NC1[C@@H]2CN(C[C@H]12)C1=NC=C(C=C1)C=1C=2N(C=C(C1)OCC)N=CC2C#N 3-chloro-N-((1R,5S,6r)-3-(5-(3-cyano-6-ethoxypyrazolo[1,5-a]pyridin-4-yl)pyridin-2-yl)-3-azabicyclo[3.1.0]hexan-6-yl)picolinamide